(S)-4-methyl-6-(4-((3-(4-methyl-1-oxo-1,3-dihydroisobenzofuran-5-yl)piperazin-1-yl)methyl)-1H-pyrazol-1-yl)nicotinonitrile CC1=CC(=NC=C1C#N)N1N=CC(=C1)CN1C[C@@H](NCC1)C=1C(=C2COC(C2=CC1)=O)C